BrC1=CC=C2C(NC(N(C2=C1)CC1=CC=C(C=C1)OC)=O)(O)C(C)(F)F 7-bromo-4-(1,1-difluoroethyl)-4-hydroxy-1-(4-methoxybenzyl)-3,4-dihydroquinazolin-2(1H)-one